(S)-4-(2-(1-Ethyl-3-(trifluoromethyl)-1H-pyrazol-4-yl)-3-fluorophenyl)-6-((E)-3-((2S,4R)-4-fluoropyrrolidin-2-yl)acryloyl)-4,5,6,7-tetrahydrothieno[2,3-c]pyridine-2-carbonitrile C(C)N1N=C(C(=C1)C1=C(C=CC=C1F)[C@H]1C2=C(CN(C1)C(\C=C\[C@H]1NC[C@@H](C1)F)=O)SC(=C2)C#N)C(F)(F)F